C(CCCCCCC(=O)OC1CC(NC(C1)(C)C)(C)C)(=O)OC1CC(NC(C1)(C)C)(C)C bis(2,2,6,6-tetramethyl-4-piperidyl) suberate